3-(5-hydroxy-1-methyl-6-nitro-1H-benzo[d]imidazol-2-yl)propanoic acid OC1=CC2=C(N(C(=N2)CCC(=O)O)C)C=C1[N+](=O)[O-]